4-[(2R,3S,4R,5S)-3-(3-chloro-2-fluorophenyl)-4-(4-chloro-2-fluorophenyl)-4-cyano-5-(2,2-dimethylpropyl)pyrrolidine-2-amido]-3-methoxybenzoic acid ClC=1C(=C(C=CC1)[C@H]1[C@@H](N[C@H]([C@]1(C#N)C1=C(C=C(C=C1)Cl)F)CC(C)(C)C)C(=O)NC1=C(C=C(C(=O)O)C=C1)OC)F